FC1=C2C=NNC2=CC=C1C1N(CC(CC1)C)C(C(=O)NC=1C=C(C=NC1)C(=O)N)=O 5-[[2-[2-(4-fluoro-1H-indazol-5-yl)-5-methyl-1-piperidyl]-2-oxo-acetyl]amino]pyridine-3-carboxamide